C(=O)(OC1CCC(CC1)C(C)(C)C)OOC(=O)OC1CCC(CC1)C(C)(C)C di(p-tert-butylcyclohexyl) peroxydicarbonate